ClC1=C(OCC(=O)NCC=2C=C3C=NN(C3=CC2)C)C=CC(=C1Cl)C(C(CC)=C)=O 2-(2,3-dichloro-4-(2-methylenebutanoyl)phenoxy)-N-((1-methyl-1H-indazol-5-yl)methyl)acetamide